pyridazin-2-yl(4,4,4-trifluoro-3,3-dimethylbutyl)carbamate N1N(C=CC=C1)N(C([O-])=O)CCC(C(F)(F)F)(C)C